NC1=NC2=CC=C(C=C2C=N1)C=1C(=C(C=CC1)NS(=O)(=O)C=1C(=NC=C(C1)Cl)OC)F N-[3-(2-aminoquinazolin-6-yl)-2-fluorophenyl]-5-chloro-2-methoxypyridine-3-sulfonamide